CS(=O)(=O)OC[C@H]1O[C@H]([C@@H]2OC(O[C@@H]21)(C)C)N2C1=NC=NC(=C1N=C2)NC(C2=CC=CC=C2)=O ((3aR,4R,6R,6aR)-6-(6-benzamido-9H-purin-9-yl)-2,2-dimethyltetrahydrofuro[3,4-d][1,3]dioxol-4-yl)methyl methanesulfonate